3-fluoro-oxetan FC1COC1